2,2,3,3,4,4,5-heptafluorotetrahydro-5-(nonafluorobutyl)furan FC1(OC(C(C1(F)F)(F)F)(C(C(C(C(F)(F)F)(F)F)(F)F)(F)F)F)F